FC1=C(C=CC=C1)C1=CC2=C(N=C(O2)S)C=C1 6-(2-fluorophenyl)benzo[d]oxazole-2-thiol